C(C=C)(=O)OCC1=CC=CC=2C3=CC=CC=C3C=CC12 (1-Phenanthryl)methyl acrylate